C(C)OC(=O)C1CC2(C1)CC(C2)CCC2=NC=1NCCCC1C=C2 6-(2-(5,6,7,8-tetrahydro-1,8-naphthyridin-2-yl)ethyl)spiro[3.3]Heptane-2-carboxylic acid ethyl ester